CC(C)C=1C=CC2=CC=C(C=C2C1)C(C)C 3,6-di(propan-2-yl)naphthalene